[Ni](O)O.[Co] cobalt compound with nickel hydroxide